OC(C(=O)C1=CC=C(C=C1)OCCOC(C=C)=O)(C)C 2-hydroxy-1-[4-(2-acryloyloxyethoxy)phenyl]-2-methyl-1-propanone